tert-Butyl 4-(3-(methoxycarbonyl)-4-methylphenyl)piperazine-1-carboxylate COC(=O)C=1C=C(C=CC1C)N1CCN(CC1)C(=O)OC(C)(C)C